ClC1=NC(=NC(=N1)C1=CC=CC=C1)C1=CC=C(C=C1)C1=CC=C(C=C1)C#N 4'-(4-chloro-6-phenyl-1,3,5-triazin-2-yl)-[1,1'-biphenyl]-4-carbonitrile